FC(C=1C=CC(=NC1)C=1C=2N(C3=CC=C(C=C3N1)C(=O)OC)C=CC2)(F)F Methyl 4-(5-(trifluoromethyl)pyridin-2-yl)pyrrolo[1,2-a]quinoxaline-7-carboxylate